Cl.C(C)(C)(C)C1=C(C=C(OC2CC(C2)N)C=C1F)F (1r,3r)-3-(4-(tert-butyl)-3,5-difluorophenoxy)cyclobutan-1-amine hydrochloride